acryloyloxyoctyl thiophosphate P(=S)(OCCCCCCCCOC(C=C)=O)([O-])[O-]